benzene diiodide [I-].[I-].C1=CC=CC=C1